5-(5-(1,3-dimethyl-2-oxo-1,2-dihydroquinolin-5-yl)-5,6,7,8-tetrahydropyrido[3,2-d]pyrimidin-2-yl)-N-(3-(3-(2,6-dioxopiperidin-3-yl)benzofuran-5-yl)prop-2-yn-1-yl)-3-methoxypicolinamide CN1C(C(=CC2=C(C=CC=C12)N1CCCC=2N=C(N=CC21)C=2C=C(C(=NC2)C(=O)NCC#CC=2C=CC1=C(C(=CO1)C1C(NC(CC1)=O)=O)C2)OC)C)=O